2-[2-(4-methyl-3-cyclohexen-1-yl)propyl]cyclopentanone tri-(methyl-pentyl)phosphate tri-(ethyl-pentyl)phosphate C(C)C(CCCC)OP(=O)(OC(CCCC)CC)OC(CCCC)CC.CC(CCCC)OP(=O)(OC(CCCC)C)OC(CCCC)C.CC1=CCC(CC1)C(CC1C(CCC1)=O)C